1,1-dibromo-isobutene BrC(=C(C)C)Br